(E)-5,5-dimethyl-3-((3-(1-phenylprop-1-en-1-yl)-5-(trifluoromethyl)pyridin-2-yl)amino)cyclohex-2-en-1-one CC1(CC(=CC(C1)=O)NC1=NC=C(C=C1\C(=C\C)\C1=CC=CC=C1)C(F)(F)F)C